(S)-4-(2,2-difluoro-7-((5-methoxy-7-methyl-1H-indol-4-yl)methyl)-7-azaspiro[3.5]nonan-6-yl)benzamide FC1(CC2(C1)C[C@H](N(CC2)CC2=C1C=CNC1=C(C=C2OC)C)C2=CC=C(C(=O)N)C=C2)F